[Na+].C(C)OC(CCC(C(=O)[O-])(C)C)=O 5-ethoxy-2,2-dimethyl-5-oxopentanoic acid sodium salt